C(CCCCC)OC1=CC=C(C=C1)NN=C(C(C)=O)C(C)=O 3-(2-(4-(hexyloxy)phenyl)hydrazineylidene)pentane-2,4-dione